(4-(1-(2,6-dichlorophenyl)azetidin-3-yl)-2,5-dimethylbenzyl)piperidine-4-carboxylic acid ClC1=C(C(=CC=C1)Cl)N1CC(C1)C1=CC(=C(CN2CCC(CC2)C(=O)O)C=C1C)C